CC(C)(C#CC(C)(OOC(C)(C)C)C)OOC(C)(C)C 2,5-dimethyl-2,5-di(tert-butylperoxy)-3-hexyne